(S)-1-(3-bromo-4-fluorophenyl)-2,2,2-trifluoroethan-1-ol BrC=1C=C(C=CC1F)[C@@H](C(F)(F)F)O